4-((2-carboxyprop-2-yl)amino)-2-fluorobenzoic Acid C(=O)(O)C(C)(C)NC1=CC(=C(C(=O)O)C=C1)F